2-(4-methylpiperazin-1-yl)hexylamine CN1CCN(CC1)C(CN)CCCC